C(C)(C)(C)OC(=O)N1C[C@@H]2COC3=C(CN2CC1)C(=NC(=C3Cl)I)Cl (6aR)-1,4-dichloro-3-iodo-6a,7,9,10-tetrahydro-12H-pyrazino[2,1-c]pyrido[3,4-f][1,4]oxazepine-8(6H)-carboxylic acid tert-butyl ester